racemic-1-(4-(2-(2-(3-((dimethylamino)methyl)imidazo[1,2-a]pyridin-6-yl)-5-fluorophenoxy)ethyl)-1,5-dimethyl-1H-pyrazol-3-yl)ethan-1-ol CN(C)CC1=CN=C2N1C=C(C=C2)C2=C(OCCC=1C(=NN(C1C)C)[C@@H](C)O)C=C(C=C2)F |r|